(Z,E)-9,12-tetradecadien-1-al C(CCCCCCC\C=C/C\C=C\C)=O